C1(CC1)C=1C=CC(=NC1F)[C@@H](NC(=O)[C@H]1N(C[C@@H](C1)F)C(CC=1OC(=CN1)C)=O)C1=CC=CC=C1 (2S,4R)-N-[(S)-(5-cyclopropyl-6-fluoropyridin-2-yl)(phenyl)methyl]-4-fluoro-1-[2-(5-methyl-1,3-oxazol-2-yl)acetyl]pyrrolidine-2-carboxamide